CC=CCNC(=O)NC=1C=C2C(=CNC2=CC1)C1CCN(CC1)CCCC N-(2-buten-4-yl)-N'-(3-(1-butylpiperidin-4-yl)-1H-indol-5-yl)urea